S(=O)(=O)(ON1[C@@H]2CC[C@H](N(C1=O)C2)C(NC(C2=CN=C(C=C2)F)=O)=N)O (2S,5R)-2-(N-(6-fluoronicotinoyl) carbamimidoyl)-7-oxo-1,6-diazabicyclo[3.2.1]octan-6-yl hydrogen sulfate